2-((S)-4-(7-(8-Chloronaphthalen-1-yl)-2-(((S)-1-methylpyrrolidin-2-yl)methoxy)pyrido[3,2-d]pyrimidin-4-yl)piperazin-2-yl)acetonitrile hydrochloride Cl.ClC=1C=CC=C2C=CC=C(C12)C1=CC=2N=C(N=C(C2N=C1)N1C[C@@H](NCC1)CC#N)OC[C@H]1N(CCC1)C